BrC=1C=C2C[C@H](OC(C2=CC1)=O)C |r| racemic-6-bromo-3-methyl-3,4-dihydro-1H-isochromen-1-one